C(C1=CC=CC=C1)OC=1C(C(=CN2C1C(N1[C@H]([C@H](C[C@H]([C@H]2C1)OC)O)C)=O)C(=O)NCC1=C(C=C(C=C1F)F)F)=O (3S,4S,6R,7R)-12-(benzyloxy)-4-hydroxy-6-methoxy-3-methyl-1,11-dioxo-N-(2,4,6-trifluorobenzyl)-1,4,5,6,7,11-hexahydro-3H-2,7-methanopyrido[1,2-a][1,4]diazonine-10-carboxamide